P1=P[C-]=CC=C1 diphosphorinide